N-(4'-((3-cyclopropoxy-5-(methylsulfonyl)phenyl)amino)-5-(2-hydroxypropan-2-yl)-[2,3'-bipyridin]-6'-yl)acetamide C1(CC1)OC=1C=C(C=C(C1)S(=O)(=O)C)NC1=C(C=NC(=C1)NC(C)=O)C1=NC=C(C=C1)C(C)(C)O